C(C)(C)(C)OC(=O)N1CCN(CC1)C1=C(C=C(C=C1)C=1N=NN(C1)CC1=C(C=C(C=C1)C=1OC(=NN1)C(F)F)F)F 4-(4-(1-(4-(5-(difluoromethyl)-1,3,4-oxadiazol-2-yl)-2-fluorobenzyl)-1H-1,2,3-triazol-4-yl)-2-fluorophenyl)piperazine-1-carboxylic acid tert-butyl ester